1-methyl-1-[(1S)-1-(4-pyridyl)ethyl]-3-[(3R)-3-(trifluoromethyl)tetrahydrofuran-3-yl]urea CN(C(=O)N[C@]1(COCC1)C(F)(F)F)[C@@H](C)C1=CC=NC=C1